butyl N-acryloyl-N-methylglycinate C(C=C)(=O)N(CC(=O)OCCCC)C